C(C)OC(CC(C)OC(CC(C(=O)O)(O)CC(=O)OC(C)CC(=O)OCC)=O)=O 4-[(4-ethoxy-4-oxobutan-2-yl)oxy]-2-{2-[(4-ethoxy-4-oxobutan-2-yl)oxy]-2-oxoethyl}-2-hydroxy-4-oxobutanoic acid